5-(4-[[(tert-butyldimethylsilyl)oxy]methyl]-5-methyl-1,3-thiazol-2-yl)-2-oxa-5-azabicyclo[2.2.1]heptane [Si](C)(C)(C(C)(C)C)OCC=1N=C(SC1C)N1C2COC(C1)C2